C(C)[Si](OCCCC1=CC=CC=C1)(CC)CC triethyl-(3-phenylpropoxy)silane